2,3-dichloro-4-(2-chloro-3-(5-(4,5-dihydro-1H-imidazol-2-yl)-6-methoxypyridin-2-yl)phenyl)pyridine ClC1=NC=CC(=C1Cl)C1=C(C(=CC=C1)C1=NC(=C(C=C1)C=1NCCN1)OC)Cl